3-amino-6-bromo-4-[7-fluoro-2-(oxan-2-yl)indazol-4-yl]-1H-1,7-phenanthrolin-2-one NC=1C(NC2=C3C=CC=NC3=C(C=C2C1C=1C2=CN(N=C2C(=CC1)F)C1OCCCC1)Br)=O